(S)-quinuclidin-3-yl (5-(3,4-dimethoxyphenyl)-6-fluoro-2,2-dimethyl-2,3-dihydro-1H-inden-1-yl)carbamate COC=1C=C(C=CC1OC)C=1C=C2CC(C(C2=CC1F)NC(O[C@@H]1CN2CCC1CC2)=O)(C)C